BrC1=CC=C2CC[C@@H](C2=C1)OC1=C(C=CC=C1)CC(=O)OCC (S)-ethyl 2-(2-((6-bromo-2,3-dihydro-1H-inden-1-yl)oxy)phenyl)acetate